COC1(CCCC1)COC1=CC=C(C=C1)C(C(=O)OC)NC([C@@H](C)C1=CC=CC=C1)=O methyl 2-(4-((1-methoxycyclopentyl)methoxy)phenyl)-2-((S)-2-phenylpropanamido)acetate